tert-butyl (3R,4S)-3-(4-chlorophenyl)-4-{[(3,5-dichlorophenyl)carbamoyl]amino}pyrrolidine-1-carboxylate ClC1=CC=C(C=C1)[C@@H]1CN(C[C@H]1NC(NC1=CC(=CC(=C1)Cl)Cl)=O)C(=O)OC(C)(C)C